(R)-2-chloro-N-(1-(3-(difluoromethyl)-2-fluorophenyl)ethyl)-6-(4-methylpiperazin-1-yl)pyrido[3,4-d]pyrimidin-4-amine ClC=1N=C(C2=C(N1)C=NC(=C2)N2CCN(CC2)C)N[C@H](C)C2=C(C(=CC=C2)C(F)F)F